[O].C(C1=CC=CC=C1)C=1N=CN(C1CC(=O)N)CC1=CC(=CC=C1)O 2-[4-benzyl-1-(3-hydroxybenzyl)-1H-imidazol-5-yl]acetamide oxygen